C1CC12NCC(OC2)C2=NC=1C(=NC=CC1C1CCN(CC1)C(=O)C1=CC=C(C=C1)OC(F)(F)F)N2 [4-[2-[7-oxa-4-azaspiro[2.5]octan-6-yl]-3H-imidazo[4,5-b]pyridin-7-yl]-1-piperidyl]-[4-(trifluoromethoxy)phenyl]methanone